CC1=C(C=C(C=C1)NC(C1=CC(=CC=C1)C(F)(F)F)=O)N1N=CC(=C1)C=1C=NC(=CC1)[N+](=O)[O-] N-(4-methyl-3-(4-(6-nitropyridin-3-yl)-1H-pyrazol-1-yl)phenyl)-3-(trifluoromethyl)benzamide